1-(5-(6-chloro-4-(methylamino)pyridin-3-yl)-1,3,4-thiadiazol-2-yl)piperidine ClC1=CC(=C(C=N1)C1=NN=C(S1)N1CCCCC1)NC